4-chlorobenzyl (4-((1-(N,N-dimethylsulfamoyl)piperidin-4-yl)methyl)phenyl)carbamate CN(S(=O)(=O)N1CCC(CC1)CC1=CC=C(C=C1)NC(OCC1=CC=C(C=C1)Cl)=O)C